(R)-N-(1-(3-Amino-5-(trifluoromethyl)phenyl)ethyl)-6-((1-(dimethylamino)cyclopropyl)methoxy)-7-methoxy-2-methylquinazolin-4-amine NC=1C=C(C=C(C1)C(F)(F)F)[C@@H](C)NC1=NC(=NC2=CC(=C(C=C12)OCC1(CC1)N(C)C)OC)C